N-(1-(4-fluorophenyl)-2-methylpropan-2-yl)-1-methyl-1H-pyrrolo[2,3-b]pyridine-5-carboxamide FC1=CC=C(C=C1)CC(C)(C)NC(=O)C=1C=C2C(=NC1)N(C=C2)C